C1(CC1)N1N=NC2=C1C=CC(=C2)C2=NC(=NO2)C2=C(C=CC=C2)C 1-cyclopropyl-5-[3-(2-methylphenyl)-1,2,4-oxadiazol-5-yl]-1H-1,2,3-benzotriazole